7-morpholinophthalazine-6-carbonitrile O1CCN(CC1)C1=C(C=C2C=NN=CC2=C1)C#N